(4-(5-(3,5-dichlorophenyl)-5-(trifluoromethyl)-4,5-dihydroisoxazol-3-yl)phenyl)(3,4-dihydroquinolin-1(2H)-yl)methanone ClC=1C=C(C=C(C1)Cl)C1(CC(=NO1)C1=CC=C(C=C1)C(=O)N1CCCC2=CC=CC=C12)C(F)(F)F